BrC=1C=CC2=C(CC(CC=3N2C(=NN3)[C@@H]3CC[C@H](CC3)C(F)(F)F)N)C1 8-bromo-1-[trans-4-(trifluoromethyl)cyclohexyl]-5,6-dihydro-4H-[1,2,4]triazolo[4,3-a][1]benzazepine-5-amine